C(C1=CC=CC=C1)N1CC2(CC1)CCC(CC2)N[C@H](CCCCN(C)C)C(=O)N2[C@@H](CN(CC2)C=2OCC(N2)(C)C)C(=O)NCC=2SC=CC2 (2S)-1-[N2-(2-benzyl-2-azaspiro[4.5]dec-8-yl)-N6,N6-dimethyl-D-lysyl]-4-(4,4-dimethyl-4,5-dihydro-1,3-oxazol-2-yl)-N-(thiophen-2-ylmethyl)piperazine-2-carboxamide